9-[(2R,4S,5R)-4-[tert-butyl(dimethyl)silyl]oxy-5-[[tert-butyl(dimethyl)silyl]oxymethyl]-3,3-dideuterio-5-ethynyl-tetrahydrofuran-2-yl]-2-fluoro-purin-6-amine [Si](C)(C)(C(C)(C)C)O[C@H]1C([C@@H](O[C@]1(C#C)CO[Si](C)(C)C(C)(C)C)N1C2=NC(=NC(=C2N=C1)N)F)([2H])[2H]